3-(5-((1-(4'-chloro-[1,1'-biphenyl]-2-carbonyl)azetidin-3-yl)methyl)-1-oxoisoindolin-2-yl)piperidine-2,6-dione ClC1=CC=C(C=C1)C=1C(=CC=CC1)C(=O)N1CC(C1)CC=1C=C2CN(C(C2=CC1)=O)C1C(NC(CC1)=O)=O